5-amino-7-fluoro-N-(2-((1-(pyridin-2-yl)piperidin-4-yl)oxy)benzyl)imidazo[1,2-c]quinazoline-2-carboxamide NC1=NC=2C(=CC=CC2C=2N1C=C(N2)C(=O)NCC2=C(C=CC=C2)OC2CCN(CC2)C2=NC=CC=C2)F